N1(CCOCC1)C1=NC(=NC=C1)C1(NC=NC2=CC(=C(C=C12)N)OC)N 4-(4-morpholinylpyrimidin-2-yl)-7-methoxyquinazolin-4,6-diamine